C1=CC=CC2=C1C1=C(C=CC=3C=4C=CC=CC4NC13)[Te]2 benzotellurophenocarbazole